C1(CCCC1)C1=NC(=NC(=N1)N)NC1=C(C(=C(C(=C1F)F)F)F)F 6-cyclopentyl-N4-(2,3,4,5,6-pentafluorophenyl)-1,3,5-triazine-2,4-diamine